(S)-N1-Cyclopropyl-N6-(1-(2-(2-adamantylamino)-2-oxoethyl)-2-oxo-1,2-dihydropyridin-3-yl)-5-(3-methylbenzofuran-2-carboxamido)-2-oxohexandiamid C1(CC1)NC(C(CC[C@@H](C(=O)NC=1C(N(C=CC1)CC(=O)NC1C2CC3CC(CC1C3)C2)=O)NC(=O)C=2OC3=C(C2C)C=CC=C3)=O)=O